5-bromo-1-tosyl-1H-pyrrolo[3,2-b]pyridine BrC1=CC=C2C(=N1)C=CN2S(=O)(=O)C2=CC=C(C)C=C2